[O-2].C(C)(C)(C)OC(=O)NC1C2CN(CC12)C=1N=CC(=NC1)C(=O)[Li] [5-[6-(tert-butoxycarbonylamino)-3-azabicyclo[3.1.0]hexane-3-yl]pyrazine-2-carbonyl]lithium oxide